O[C@H]1CC[C@@]2([C@H]3CC[C@]4([C@H]([C@@H]3CC=C2C1)CC[C@@H]4[C@@H](CCCC(=O)N(C)OC)C)C)C (5R)-5-[(1R,3aS,3bS,7S,9aR,9bS,11aR)-7-hydroxy-9a,11a-dimethyl-2,3,3a,3b,4,6,7,8,9,9a,9b,10,11,11a-tetradecahydro-1H-cyclopenta[1,2-a]phenanthrene-1-yl]-N-methoxy-N-methylhexanamide